C(/C1=CC=CC=C1)=C(\C=C(\C(=O)O)/C)/C(CCCCC)=O (E)-4-((Z)-benzylidene)-2-methyl-5-oxodec-2-enoic acid